C(#N)C(C)(C)C=1C=C(C(=NC1)C(=O)O)[S@](=O)CC 5-(1-cyano-1-methyl-ethyl)-3-[(R)-ethylsulfinyl]pyridine-2-carboxylic acid